ClC=1C=C(CN2CC3(CC2)CCN(CC3)C(=O)OC(C)(C)C)C=C(C1)C(F)(F)F tert-butyl 2-(3-chloro-5-(trifluoromethyl)benzyl)-2,8-diazaspiro[4.5]decane-8-carboxylate